C(C)N(C(=O)C1CCS(CC1)(=O)=O)[C@H](C(F)(F)F)C1=CC=C(C=C1)NC=1C(=C2C(=NC1)SC(=N2)C)[C@H](C)OC N-ethyl-1,1-dioxo-N-{(1S)-2,2,2-trifluoro-1-[4-({7-[(1S)-1-methoxyethyl]-2-methyl[1,3]thiazolo[5,4-b]pyridin-6-yl}amino)phenyl]ethyl}-1λ6-thiane-4-carboxamide